BrC1=C2C(=C(N=C1)OC)N(C=C2)S(=O)(=O)C2=CC=C(C=C2)C 4-bromo-7-methoxy-1-(p-tolylsulfonyl)pyrrolo[2,3-c]Pyridine